4-ethyl-N-hydroxy-3-oxo-3,4-dihydro-2H-benzo[b][1,4]oxazine-6-carboximidamide C(C)N1C2=C(OCC1=O)C=CC(=C2)C(NO)=N